FC1CCC2=CC=CC=C12 fluoroindane